SCCC(C)(C)S 1,3-dimercapto-3-methylbutane